C1CN(CCN1)CCN 1-aminoethylpiperazine